C1=CC(=CC=2C3=CC=CC=C3C=CC12)C1=C(C(=CC=C1)C1=CC=CC=C1)N 3-(phenanthren-3-yl)-[1,1'-biphenyl]-2-amine